silylethane [SiH3]CC